1,10-diaminodecane triflate OS(=O)(=O)C(F)(F)F.NCCCCCCCCCCN